ClC=1C=C2C(=CC(=NC2=CC1)C(F)(F)F)N[C@@H]1C[C@@H](CCC1)NC(=O)C=1C(=NN(C1)C)C(F)F N-[(1R,3S)-3-{[6-chloro-2-(trifluoromethyl)quinolin-4-yl]amino}cyclohexyl]-3-(difluoromethyl)-1-methyl-1H-pyrazole-4-carboxamide